1-(4-(2-(4-chlorophenyl)-but-3-yn-2-yl)thiazol-2-yl)-3-(1-(4-(piperazin-1-yl)phenyl)cyclopropyl)-urea ClC1=CC=C(C=C1)C(C)(C#C)C=1N=C(SC1)NC(=O)NC1(CC1)C1=CC=C(C=C1)N1CCNCC1